(2-(4-(trifluoromethyl)-1H-1,2,3-triazol-1-yl)phenyl)methanone FC(C=1N=NN(C1)C1=C(C=CC=C1)C=O)(F)F